The molecule is a cembrane diterpenoid with cytotoxic activity isolated from the soft coral Lobophytum michaelae. It has a role as an antineoplastic agent and a coral metabolite. It is a gamma-lactone, an acetate ester, a cembrane diterpenoid, an epoxide, a macrocycle and a secondary alcohol. C/C/1=C\\C[C@H]([C@]2([C@@H](O2)[C@@H]3[C@@H]([C@@H](C/C(=C/CC1)/C)O)C(=C)C(=O)O3)C)OC(=O)C